methyl 1-(6-fluoropyridin-3-yl)-2',7-dimethyl-1H,2'H-[3,4'-biindazole]-6-carboxylate FC1=CC=C(C=N1)N1N=C(C2=CC=C(C(=C12)C)C(=O)OC)C=1C2=CN(N=C2C=CC1)C